3-(2,3-dihydro-1H-pyrido[2,3-b][1,4]oxazin-1-yl)-7,8-dihydro-1,6-naphthyridin N1(C2=C(OCC1)N=CC=C2)C=2C=NC=1CCN=CC1C2